5-[1-methyl-3-[1-(2-methylthiazol-4-yl)ethoxy]pyrazolo[3,4-c]pyridazin-5-yl]-1H-pyrimidine-2,4-dione CN1N=C(C=2C1=NN=C(C2)C=2C(NC(NC2)=O)=O)OC(C)C=2N=C(SC2)C